FC1=C(C=CC(=C1)CN1CC(CC1)F)N1C=NC(=C1)NC=1N=CC(=NC1)C#N 5-((1-(2-Fluoro-4-((3-fluoropyrrolidin-1-yl)methyl)phenyl)-1H-imidazol-4-yl)amino)pyrazine-2-carbonitrile